1-(6-(3-Fluorophenyl)-4-((2R,3S)-2-methyl-3-((methylsulfonyl)methyl)azetidin-1-yl)pyridin-2-yl)-6-(4-methoxypyridin-3-yl)-4-methyl-1H-pyrazolo[4,3-c]pyridine FC=1C=C(C=CC1)C1=CC(=CC(=N1)N1N=CC=2C(=NC(=CC21)C=2C=NC=CC2OC)C)N2[C@@H]([C@H](C2)CS(=O)(=O)C)C